3-(4-chloro-6-oxopyridazin-1(6H)-yl)propionic acid methyl ester COC(CCN1N=CC(=CC1=O)Cl)=O